N,N-dimethyl-4-cyclohexylpiperazinium hydroxide [OH-].C[N+]1(CCN(CC1)C1CCCCC1)C